4,7-bis(5-(trimethylstannyl)thiophene-2-yl)benzo[c][1,2,5]thiadiazole C[Sn](C1=CC=C(S1)C1=CC=C(C2=NSN=C21)C=2SC(=CC2)[Sn](C)(C)C)(C)C